C1(=CC=CC=C1)C(CS)CC D-β-phenylbutyl mercaptan